3,5-dichloro-4-(cyclopropyl-methoxy)benzaldehyde ClC=1C=C(C=O)C=C(C1OCC1CC1)Cl